2-(5-(trifluoromethyl)isoxazole-3-carboxamido)propionic acid methyl ester COC(C(C)NC(=O)C1=NOC(=C1)C(F)(F)F)=O